(R)-2-[[5-(ethylsulfonimidoyl)-2-methyl-6-[3-methyl-6-(trifluoromethyl)imidazo[4,5-b]pyridin-2-yl]-3-pyridyl]oxy]-2-methyl-propanenitrile C(C)[S@](=O)(=N)C=1C=C(C(=NC1C1=NC=2C(=NC=C(C2)C(F)(F)F)N1C)C)OC(C#N)(C)C